C(C1=CC(=C(N)C=C1)Cl)C1=CC(=C(N)C=C1)Cl 4,4'-methylenedi(2-chloroaniline)